C(#N)C=1C(=C(C=CC1)[C@@H](C)NC1=NC(=NC2=CC(=C(C=C12)N1CCC(CC1)N1CCN(CC1)C(=O)OC(C)(C)C)OC)C)C tert-butyl (R)-4-(1-(4-((1-(3-cyano-2-methylphenyl)ethyl)amino)-7-methoxy-2-methylquinazolin-6-yl)piperidin-4-yl)piperazine-1-carboxylate